2-(3,4,6,7-tetrahydro-3-(2-methoxyphenyl)-4-oxothieno[3,2-d]pyrimidin-2-ylthio)-N-(6-methylbenzo[d]thiazol-2-yl)acetamide COC1=C(C=CC=C1)N1C(=NC2=C(C1=O)SCC2)SCC(=O)NC=2SC1=C(N2)C=CC(=C1)C